BrC1=CC=C2C(=N1)N=C(N2C)C2COCC2 5-bromo-1-methyl-2-(tetrahydrofuran-3-yl)-1H-imidazo[4,5-b]pyridine